trans-nonene-9-carboxylic acid C=CCCCCCCCC(=O)O